7-benzyl-4-(4-(trifluoromethoxy)benzyl)-1,2,6,7,8,9-hexahydroimidazo[1,2-a]pyrido[3,4-e]pyrimidin-5(4H)-one C(C1=CC=CC=C1)N1CC=2C(N(C=3N(C2CC1)CCN3)CC3=CC=C(C=C3)OC(F)(F)F)=O